tert-butyl-(4-(2-bromoacetylamino) phenethyl) carbamate C(N)(OC(CC1=CC=C(C=C1)NC(CBr)=O)C(C)(C)C)=O